C(C)N(C(OC(C)(C)C)=O)C1CCN(CC1)C1=CC=C(C=2N=C(SC21)OC)C(NC2=CC1=CN(N=C1C(=C2)F)C)=O tert-butyl N-ethyl-N-[1-[4-[(7-fluoro-2-methyl-indazol-5-yl)carbamoyl]-2-methoxy-1,3-benzothiazol-7-yl]-4-piperidyl]carbamate